ClC=1C(=C(NC2=NC=NC3=CC=C(C=C23)C23CN(CC3C2)C(=O)OCC2=CC=CC=C2)C=CC1)F benzyl 1-[4-(3-chloro-2-fluoro-anilino)quinazolin-6-yl]-3-azabicyclo[3.1.0]hexane-3-carboxylate